O.[Fe].[Ni] nickel iron water